4-Bromo-3-((5-bromothiazol-4-yl)methoxy)benzaldehyde BrC1=C(C=C(C=O)C=C1)OCC=1N=CSC1Br